(3-chloro-2,6-difluorophenyl)boronic acid ClC=1C(=C(C(=CC1)F)B(O)O)F